Tert-butyl 4-(8-chloro-5-methoxy-5,6-dihydro-4H-[1,2,4]triazolo[4,3-a][1]benzazepin-1-yl)piperidine-1-carboxylate ClC=1C=CC2=C(CC(CC=3N2C(=NN3)C3CCN(CC3)C(=O)OC(C)(C)C)OC)C1